CC1(CCC=2C(=NNC2C1)C=1NC2=CC=C(C=C2C1)C(=O)N1CC2=CC=C(C=C2CC1)N1C(CCCC1=O)=O)C (2-(2-(6,6-dimethyl-4,5,6,7-tetrahydro-1H-indazol-3-yl)-1H-indole-5-carbonyl)-1,2,3,4-tetrahydroisoquinolin-6-yl)piperidine-2,6-dione